ClC1(CC1)C(=O)N(C)C 1-chloro-N,N-dimethylcyclopropylcarboxamide